[Mg].[Na] sodium monomagnesium salt